COC1=C(C=CC=C1)C(CN1C(N(C(C2=C1SC(=C2C)C=2OC=CN2)=O)C(C(=O)OC(C)(C)C)(C)C)=O)OC2CCN(CC2)C Tert-butyl 2-(1-(2-(2-methoxyphenyl)-2-((1-methylpiperidin-4-yl)oxy)ethyl)-5-methyl-6-(oxazol-2-yl)-2,4-dioxo-1,4-dihydrothieno[2,3-d]pyrimidin-3(2H)-yl)-2-methylpropanoate